CNC1=NC(N([C@H]2[C@H](O)[C@H](O)[C@@H](CO)O2)CN1C)=O N4-methyl-5-methyl-5-azacytidine